C(C)(C)(C)OC(=O)N1[C@H](CN(CC1)C1CN(C1)C(=O)OCC1=CC=CC=C1)C (2S)-4-(1-benzyloxycarbonyl-azetidin-3-yl)-2-methyl-piperazine-1-carboxylic acid tert-butyl ester